FC=1C=C2C(NN=C(C2=CC1F)C1=CC2=C(NC(=N2)NC(OC(C)CC)=O)C=C1)=O sec-Butyl (5-(6,7-difluoro-4-oxo-3,4-dihydrophthalazin-1-yl)-1H-benzimidazol-2-yl)carbamate